FC(C1=C(C=C(C=C1)F)C1N(C(C2=CC=C(C(=C12)NC(C1=CC(=CC(=C1)C(F)(F)F)F)=O)F)=O)CC1=C(C=C(C=C1)OC)OC)F N-{3-[2-(difluoromethyl)-5-fluorophenyl]-2-[(2,4-dimethoxyphenyl)methyl]-5-fluoro-1-oxo-2,3-dihydro-1H-isoindol-4-yl}-3-fluoro-5-(trifluoromethyl)benzamide